COC(C1=C(C(C(=O)O)=CC(=C1)OC(C)=O)OC(C)=O)=O 2,5-diacetoxyisophthalic acid monomethyl ester